C1(CC1)OC1=CC=C(C=C1)B(O)O 4-(cyclopropoxy)phenylboronic acid